3-bromo-4,6-dichloro-1-(tetrahydro-2H-pyran-4-yl)-1H-pyrazolo[3,4-d]pyrimidine BrC1=NN(C2=NC(=NC(=C21)Cl)Cl)C2CCOCC2